CC1=C(C2=CC3=CC=CC=C3C=C2C=C1)S(=O)(=O)O.[Rb] rubidium methyl-anthracenesulfonic acid